C(CCCCCCCCCCCCCCC)C(C(=O)O)CCCCCCCCCCCCCCCCCC 2-hexadecyleicosanoic acid